COC=1C=C(CNC2=C(CCC2)C#N)C=CC1 2-((3-methoxybenzyl)amino)cyclopent-1-ene-1-carbonitrile